3-(5-(((R)-1-isobutylpiperidin-3-yl)oxy)-1-oxoisoindolin-2-yl)piperidine-2,6-dione C(C(C)C)N1C[C@@H](CCC1)OC=1C=C2CN(C(C2=CC1)=O)C1C(NC(CC1)=O)=O